ClC=1C(=C(C=CC1Cl)NC1=NC=NC2=CC=C(C=C12)C1CN(CCC1)C(=O)OC(C)(C)C)F tert-butyl 3-(4-((3,4-dichloro-2-fluorophenyl)amino)quinazolin-6-yl)piperidine-1-carboxylate